2-(3-{[(2R)-azetidin-2-yl]methoxy}pyridin-4-yl)-3-(3-fluoro-2-methoxyanilino)-1,5,6,7-tetrahydro-4H-pyrrolo[3,2-c]pyridin-4-one N1[C@H](CC1)COC=1C=NC=CC1C1=C(C=2C(NCCC2N1)=O)NC1=C(C(=CC=C1)F)OC